NC1=C(N=C2N1C=CC=C2N2C(COCC2)C)C(=O)NCCC 3-Amino-8-(3-methylmorpholinyl)-N-propylimidazo[1,2-a]pyridine-2-carboxamide